ditertbutyl-cresol iso-Butyl-N-[2-(1,3-benzodioxol-5-yl)-1-methyl-2-oxo-ethyl]-N-methyl-carbamate C(C(C)C)CN(C(=O)OC1=CC=C(C(=C1C)C(C)(C)C)C(C)(C)C)C(C(=O)C1=CC2=C(OCO2)C=C1)C